(Z)-3-bromo-N-(4-chloro-2-(3-((1-cyclopropylethyl)amino)-2-fluoro-3-oxoprop-1-en-1-yl)-6-methylphenyl)-1-(3-chloropyridin-2-yl)-1H-pyrazole-5-carboxamide BrC1=NN(C(=C1)C(=O)NC1=C(C=C(C=C1C)Cl)\C=C(\C(=O)NC(C)C1CC1)/F)C1=NC=CC=C1Cl